NC1=CC=C(C=C1)C(C)(C)C1=CC=C(C=C1)C(C)(C)C1=CC=C(C=C1)N 1,4-bis[2-(4-aminophenyl)-2-propyl]Benzene